(S)-1-cyano-N-(6-(isopropylsulfonyl)-5,6,7,8-tetrahydro-4H-thiazolo[4,5-d]azepin-2-yl)pyrrolidine-3-carboxamide C(#N)N1C[C@H](CC1)C(=O)NC=1SC2=C(CCN(CC2)S(=O)(=O)C(C)C)N1